C1(=CC=C(C2=CC=CC=C12)O)O naphthalene-1,4-diol